COC1=CC(=C(C=C1NC1=NC=NC(=C1)N1OCC[C@@H]1C1=CC=CC=C1)NC(C=C)=O)N1CCC(CC1)N1CCOCC1 N-(4-methoxy-2-(4-morpholinopiperidine-1-yl)-5-((6-((R)-3-phenylisoxazolidine-2-yl)pyrimidine-4-yl)amino)phenyl)acrylamide